5-{2-[4-(2-Dimethylamino-ethoxy)-phenylamino]-5-methyl-pyrimidin-4-ylamino}-3H-benzooxazol-2-one CN(CCOC1=CC=C(C=C1)NC1=NC=C(C(=N1)NC=1C=CC2=C(NC(O2)=O)C1)C)C